methoxyoxovanadium CO[V]=O